CNCC1=C(C=C(C=C1)Cl)Cl N-methyl-2,4-dichlorobenzylamine